ClC=1C(N(C(=NC1)C=1C(=NC=NC1OC)C1CC1)CC1=CC=C(C=C1)C=1N(C=C(N1)C(F)(F)F)C)=O 5-Chloro-4'-cyclopropyl-6'-methoxy-3-(4-(1-methyl-4-(trifluoromethyl)-1H-imidazol-2-yl)benzyl)-[2,5'-bipyrimidin]-4(3H)-one